CC1=C(C(=O)O)C=C(C(=C1)C)C=1NC(=CN1)[C@H]1OCCC1 (S)-2,4-dimethyl-5-(5-(tetrahydrofuran-2-yl)-1H-imidazol-2-yl)benzoic acid